C1(CCC1)C=1N=C(SC1C1=NC=CC=C1)N 4-cyclobutyl-5-(pyridin-2-yl)thiazol-2-amine